(R)-N-(3-(1-((2-amino-5-chloropyridin-3-yl)oxy)ethyl)phenyl)-3-cyanobenzamide NC1=NC=C(C=C1O[C@H](C)C=1C=C(C=CC1)NC(C1=CC(=CC=C1)C#N)=O)Cl